4-Octyldodecyl 6-Hydroxytridecanoate OC(CCCCC(=O)OCCCC(CCCCCCCC)CCCCCCCC)CCCCCCC